potassium ammonium salt [NH4+].[K+]